C(#N)C=1C=NN(C1)C1=NC=C(C(=O)NCC2=CC=C(C=C2)C(F)(F)F)C(=C1)OC 6-(4-Cyano-1H-pyrazol-1-yl)-4-methoxy-N-(4-(trifluoromethyl)benzyl)nicotinamide